4-(((3-ethylpentan-2-yl)oxy)methyl)-2-methoxyphenol C(C)C(C(C)OCC1=CC(=C(C=C1)O)OC)CC